CC=1C=C(C=CC1C=1N(C=C(N1)C(F)(F)F)C)CO [3-methyl-4-[1-methyl-4-(trifluoromethyl)imidazol-2-yl]phenyl]methanol